ethyldiethylamine acrylate C(C=C)(=O)O.C(C)N(CC)CC